C(C)(C)(C)NS(=O)(=O)C1=CC(=CC=C1)NC1=NC(=NC=C1C)NC1=CC(=CC(=C1)C(F)(F)F)N1C=NC(=C1)C N-(tert-butyl)-3-((5-methyl-2-((3-(4-methyl-1H-imidazol-1-yl)-5-(trifluoromethyl)phenyl)amino)pyrimidin-4-yl)amino)benzenesulfonamide